2-((2-hydroxyethyl)(methyl)amino)-1-phenylethan-1-one OCCN(CC(=O)C1=CC=CC=C1)C